tert-butyl N-[6,7-dichloro-1-(p-tolylsulfonyl)indol-4-yl]-N-(2-trimethylsilylethoxy methyl)carbamate ClC1=CC(=C2C=CN(C2=C1Cl)S(=O)(=O)C1=CC=C(C=C1)C)N(C(OC(C)(C)C)=O)COCC[Si](C)(C)C